3-(N-(5-cyano-2-(4,4-difluoropiperidin-1-yl)phenyl)sulfamoyl)-4-ethylbenzoic acid methyl ester COC(C1=CC(=C(C=C1)CC)S(NC1=C(C=CC(=C1)C#N)N1CCC(CC1)(F)F)(=O)=O)=O